C12CNCC(C1C1=C3CN(C(C3=C(C(=C1F)F)F)=O)C1C(NC(CC1)=O)=O)C2 3-(4-(3-azabicyclo[3.1.1]heptan-6-yl)-5,6,7-trifluoro-1-oxoisoindolin-2-yl)piperidine-2,6-dione